ethyl 1-{[6-(5-methyl-1H-pyrazol-4-yl)-4-oxo-3,4-dihydrothieno[3,2-d]pyrimidin-2-yl]methyl}piperidine-3-carboxylate CC1=C(C=NN1)C1=CC=2N=C(NC(C2S1)=O)CN1CC(CCC1)C(=O)OCC